COC1=CC=C(C=CC2=NC3=CC=CC=C3C2(C)C)C=C1 (4-methoxystyryl)-3,3-dimethyl-indole